({[(2-methoxyethoxy)carbonyl]oxy}methoxy)-phosphinic acid COCCOC(=O)OCOP(O)=O